FC1=C(C=C(C=C1)F)C1=C(C(=NC=C1)C1=CC=C(C=C1)F)[N+](=O)[O-] 4-(2,5-difluorophenyl)-2-(4-fluorophenyl)-3-nitropyridine